CC(CC(C)OCC(C)O)(C)OO 1,1-dimethyl-3-(2-hydroxy-1-propyloxy)butyl hydroperoxide